[Co+2].C(C=1C(O)=CC=CC1)=NCCN=CC=1C(O)=CC=CC1 N,N'-bis(salicylidene)ethylenediamine cobalt (II)